(E)-4-(2-Cyanophenyl)-6-(4-(dimethylamino)but-2-enoyl)-4,5,6,7-tetrahydrothieno[2,3-c]pyridine-2-carbonitrile C(#N)C1=C(C=CC=C1)C1C2=C(CN(C1)C(\C=C\CN(C)C)=O)SC(=C2)C#N